NCC(=O)NC1=C(C2=C(S1)CCCCC2)C(C2=C(C=CC=C2F)F)=O 2-amino-N-[3-(2,6-difluorobenzoyl)-5,6,7,8-tetrahydro-4H-cyclohepta[b]thiophen-2-yl]acetamide